N-[4-[[(2R)-4-(dimethylamino)-1-Phenylsulfanylbut-2-yl]amino]-3-nitrophenyl]sulfonylbenzamide CN(CC[C@H](CSC1=CC=CC=C1)NC1=C(C=C(C=C1)S(=O)(=O)NC(C1=CC=CC=C1)=O)[N+](=O)[O-])C